C(C)C=1C=C2C=CC(C=C2C(C1)=O)=O 2-ethyl-6,4-naphthoquinone